CC=1C=C(CNC2=C3C(N(C=NC3=CC=C2)C2C(NC(CC2)=O)=O)=O)C=CC1CN1CC(C1)N1CCOCC1 3-(5-((3-methyl-4-((3-morpholinoazetidin-1-yl)methyl)benzyl)amino)-4-oxoquinazolin-3(4H)-yl)piperidine-2,6-dione